ClC=1C=CC(=C2C=CN=CC12)B1OC(C(O1)(C)C)(C)C 8-chloro-5-(4,4,5,5-tetramethyl-1,3,2-dioxaborolan-2-yl)isoquinoline